2-(3-chloro-4-methylphenyl)-3-((S)-6-(methoxycarbonyl)-3-((trans)-4-methoxycyclohexyl)-7-methyl-6,7,8,9-tetrahydro-3H-imidazo[4,5-f]quinolin-2-yl)propanoic acid ClC=1C=C(C=CC1C)C(C(=O)O)CC=1N(C=2C(=C3CC[C@@H](N(C3=CC2)C(=O)OC)C)N1)[C@@H]1CC[C@H](CC1)OC